4-[2-(4-chloro-3-fluorophenoxy)acetamido]-2-hydroxy-bicyclo[2.2.2]octane-1-carboxylic acid ethyl ester C(C)OC(=O)C12C(CC(CC1)(CC2)NC(COC2=CC(=C(C=C2)Cl)F)=O)O